2,N-dicyclohexyl-2-[6-methoxy-2-(6-trifluoromethyl-pyridin-3-yl)-benzimidazol-1-yl]-acetamide C1(CCCCC1)C(C(=O)NC1CCCCC1)N1C(=NC2=C1C=C(C=C2)OC)C=2C=NC(=CC2)C(F)(F)F